5-((1-(tert-butoxycarbonyl)pyrrolidin-2-yl)methoxy)-2-methylbenzoic acid C(C)(C)(C)OC(=O)N1C(CCC1)COC=1C=CC(=C(C(=O)O)C1)C